N1(N=CC=C1)C=1C=CC(=NC1)N1C([C@@H]2N(CCNC2)CC1)=O (R)-8-(5-(1H-Pyrazol-1-yl)pyridin-2-yl)-9-oxooctahydro-2H-pyrazino[1,2-a]pyrazin